4-(4-cyano-2,6-dimethylphenoxy)-2-(methylsulfonyl)-5,8-dihydro-pyrido[3,4-d]pyrimidine-7(6H)-carboxylic acid tert-butyl ester C(C)(C)(C)OC(=O)N1CC=2N=C(N=C(C2CC1)OC1=C(C=C(C=C1C)C#N)C)S(=O)(=O)C